COC1=C(CNC2=NC=NC3=C2C2=C(CNC(N4C2=CC=2C=CC(=CC42)C#N)=O)N3C(C)C)C=CC(=C1)OC 1-((2,4-dimethoxybenzyl)amino)-5-isopropyl-8-oxo-5,6,7,8-tetrahydropyrimido[5'',4'':4',5']pyrrolo[2',3':5,6][1,3]diazepino[1,7-a]indole-11-carbonitrile